C1=NC=C(C2=CC=CC=C12)N1C[C@H](CCC1)C(=O)N(CCCCCCCC=O)C=1C=CC(N(C1)CC(=O)OC)=O Methyl (S)-2-(5-(1-(isoquinolin-4-yl)-N-(8-oxooctyl)piperidine-3-carboxamido)-2-oxopyridin-1(2H)-yl)acetate